(4-(pyrrolidin-1-yl)piperidin-1-yl)methanone copper-rhenium-molybdenum [Mo].[Re].[Cu].N1(CCCC1)C1CCN(CC1)C=O